(Z)-3-(3-(3-(Pentafluorosulfanyl)-5-(trifluoromethyl)phenyl)-1H-1,2,4-triazol-1-yl)-N'-(pyrazin-2-yl)acrylohydrazide FS(C=1C=C(C=C(C1)C(F)(F)F)C1=NN(C=N1)\C=C/C(=O)NNC1=NC=CN=C1)(F)(F)(F)F